N-ethyl-N-methyl-N'-(1-oxido-3-oxo-1-(4-(trifluoromethoxy)benzyl)-3H-1λ4-benzo[d]isothiazol-5-yl)formimidamide C(C)N(C=NC=1C=CC2=C(C(NS2(CC2=CC=C(C=C2)OC(F)(F)F)[O-])=O)C1)C